1-(4-(4,4,5,5-tetramethyl-1,3,2-dioxaborolan-2-yl)benzyl)piperidine tert-butyl-(2-(3-aminophenoxy)ethyl)carbamate C(C)(C)(C)N(C(O)=O)CCOC1=CC(=CC=C1)N.CC1(OB(OC1(C)C)C1=CC=C(CN2CCCCC2)C=C1)C